ClC=1C(=C(CNC([C@H](CCCC)NC(OC(C)(C)C)=O)=O)C=CC1)F (S)-tert-butyl (1-((3-chloro-2-fluorobenzyl)amino)-1-oxohexan-2-yl)carbamate